6,10-dimethylundec-5-en-2-one CC(=CCCC(C)=O)CCCC(C)C